FC(C=1C=C(C=C(C1)C(F)(F)F)[C@@H]1[C@@H](N(C(O1)=O)CC1=C(C=CC(=C1)C(F)(F)F)C1=CC(=C(C=C1OC)C)OCCCC(=O)O)C)(F)F 4-((2'-(((4S,5R)-5-(3,5-bis(trifluoromethyl)phenyl)-4-methyl-2-oxooxazolidin-3-yl)methyl)-6-Methoxy-4-methyl-4'-(trifluoromethyl)-[1,1'-biphenyl]-3-yl)oxy)butanoic acid